CN1C2CN(C(C1)CC2)CCC(C(C=C)=C)=C 1-(5-methyl-2,5-diazabicyclo[2.2.2]octan-2-yl)-3,4-dimethylenehex-5-ene